cis-N1-(5-(1-(3,3-difluorocyclobutyl)-2-methyl-1H-imidazo[4,5-b]pyridin-6-yl)pyrrolo[2,1-f][1,2,4]triazin-2-yl)-N4-methylcyclohexane-1,4-diamine FC1(CC(C1)N1C(=NC2=NC=C(C=C21)C=2C=CN1N=C(N=CC12)N[C@@H]1CC[C@@H](CC1)NC)C)F